F[C@H]1CN(CCC1)C(=O)C=1C=C2C=CC=C(C2=CC1)N1CC=2C=CNC(C2CC1)=O (R)-6-(6-(3-fluoropiperidine-1-carbonyl)naphthalen-1-yl)-5,6,7,8-tetrahydro-2,6-naphthyridin-1(2H)-one